[4-Fluoro-3-(7-morpholin-4-yl-quinazolin-4-yl)phenyl]-(5-methoxypyrazin-2-yl)methanol FC1=C(C=C(C=C1)C(O)C1=NC=C(N=C1)OC)C1=NC=NC2=CC(=CC=C12)N1CCOCC1